NC(C(=O)O)C(CC)O amino-β-hydroxypentanoic acid